ClC1=C2C=NNC2=CC=C1NC1=NC(=NO1)C=1C=C(C=CC1)NC(C1=C(C=CC=C1)F)=O N-[3-[5-[(4-chloro-1H-indazol-5-yl)amino]-1,2,4-oxadiazol-3-yl]phenyl]-2-fluoro-benzamide